(1-methylpiperidin-4-yl)pyridin CN1CCC(CC1)C1=NC=CC=C1